Br.N[C@@H](C(=O)N1CCN(CC1)CC1=C(C=CC=C1F)OCC)C1CCN(CC1)C1=C(C=CC(=C1)Cl)C=1C=NC=CC1N (R)-2-amino-2-(1-(2-(4-aminopyridin-3-yl)-5-chlorophenyl)piperidin-4-yl)-1-(4-(2-ethoxy-6-fluorobenzyl)piperazin-1-yl)ethan-1-one hydrobromide salt